FC1=C(C=C2C(=CNC2=C1)NC1=NC2=C(N1NC)C=CC(=C2)C(F)(F)F)C N2-(6-fluoro-5-methyl-1H-indol-3-yl)-N1-methyl-5-(trifluoromethyl)-1H-benzo[d]imidazole-1,2-diamine